(5-(2-Methyl-2-(pyridin-2-yl)propionyl)pyridin-2-yl)carbamate CC(C(=O)C=1C=CC(=NC1)NC([O-])=O)(C)C1=NC=CC=C1